C1C2=CC=CC=C2C(=O)C1=O INDANDIONE